ClC1=CC(=C(C(=C1)F)C1=NC(=CN2C1=NC(=C(C2=O)C)C)[C@@H]2C[C@@H](OCC2)C=2C=NN(C2)C)F 9-(4-chloro-2,6-difluoro-phenyl)-2,3-dimethyl-7-[(2R,4S)-2-(1-methylpyrazol-4-yl)tetrahydropyran-4-yl]pyrazino[1,2-a]pyrimidin-4-one